ClCCC[C@@H]1CO1 (R)-5-chloro-1,2-epoxypentane